trimethylsilyl-phosphine C[Si](C)(C)P